[Pd+2].C12CC3CC(CC(C1)C3)C2 adamantane palladium(II)